2-(dimethylamino)benzyl-titanium (III) CN(C1=C(C[Ti+2])C=CC=C1)C